BrC=1C=C(C(=C2C=CC=NC12)/N=C/N(C)C)C(=O)C=1C2=CN(N=C2C(=CC1)Cl)C1OCCCC1 (E)-N'-[8-bromo-6-[7-chloro-2-(oxan-2-yl)indazole-4-carbonyl]quinolin-5-yl]-N,N-dimethylmethanimidamide